C(O)(O)=O.N[C@@H](CCC(N)=O)C(=O)O glutamine carbonate